O=[13C]1[13CH2][13C](N=[13CH]N1)=O dioxopyrimidine-13C4